C(C1=CC=CC=C1)N1[C@@H]([C@H](OCC1=O)C)C(=O)OCC1=CC=CC=C1 benzyl (2R,3S)-4-benzyl-2-methyl-5-oxomorpholine-3-carboxylate